ClC=1N=C2C(=C(C(N(C2=CC1)C)=O)C#N)N1C[C@H]2[C@@H](CC1)N(CC2)C2=CC=C(C=C2)OC(F)(F)F 6-chloro-1-methyl-2-oxo-4-((3aS,7aR)-1-(4-(trifluoromethoxy)phenyl)octahydro-5H-pyrrolo[3,2-c]pyridin-5-yl)-1,2-dihydro-1,5-naphthyridine-3-carbonitrile